FC1=C(N=CC2=C1N=C(N=C2N2CCOCCC2)OCC21CCCN1CCC2)C2=CC=CC1=CC=CC(=C21)F 4-(8-fluoro-7-(8-fluoronaphthalen-1-yl)-2-((hexahydro-1H-pyrrolizin-7a-yl)methoxy)pyrido[4,3-d]pyrimidin-4-yl)-1,4-oxazepane